benzyl (4-(1,1-dioxidothiomorpholino)-3,5-difluorophenyl)carbamate methyl-(4-(1,1-dioxidothiomorpholino)-3,5-difluorophenyl)carbamate CN(C(O)=O)C1=CC(=C(C(=C1)F)N1CCS(CC1)(=O)=O)F.O=S1(CCN(CC1)C1=C(C=C(C=C1F)NC(OCC1=CC=CC=C1)=O)F)=O